COC=1C=C(C=CC1)C1=NN(C=C1/C=C/C(=O)O)C=1C=C(C=CC1)C (E)-3-(3-(3-methoxyphenyl)-1-m-tolyl-1H-pyrazol-4-yl)acrylic acid